CC1=C(N)C=C(C=C1)C1=NC=C(C=C1)C 2-methyl-5-(5-methylpyridin-2-yl)aniline